CC1=[N+](C(=C(N=C1C)C)C)[O-] 2,3,5,6-tetramethylpyrazine 1-oxide